ClC1=C(C=C(C=C1)C(N1CCN(CC1)CC1=C(C#N)C=CC(=C1)N(C)CCN(C)C)C1=CC(=C(C=C1)Cl)C)C 2-({4-[bis(4-chloro-3-methylphenyl)methyl]piperazin-1-yl}methyl)-4-{[2-(dimethylamino)ethyl](methyl)amino}benzonitrile